FC=1C=CC2=C(N(C(N2)=O)C)C1 6-fluoro-1-methyl-1H-benzo[d]imidazol-2(3H)-one